Tert-butyl 1H-pyrazol-4-ylcarbamate N1N=CC(=C1)NC(OC(C)(C)C)=O